CC1(C2=NCN([C@H]3[C@H](O)[C@H](O)[C@@H](CO)O3)C2=NC=N1)S 6-methylthioinosine